N1C=CC=2C1=NC=CC2N2C[C@@H](CC2)C=2C=C(C(=O)NC1=CC(=CC=C1)C(F)(F)F)C=CC2C (S)-3-(1-(1H-pyrrolo[2,3-b]pyridin-4-yl)pyrrolidin-3-yl)-4-methyl-N-(3-(trifluoromethyl)phenyl)benzamide